(R)-5-Chloro-6-(4-((5-fluoro-2-methoxybenzamido)methyl)phenyl)-4-(2-methylpyrrolidin-1-yl)-1H-indazole-7-carboxamide ClC=1C(=C2C=NNC2=C(C1C1=CC=C(C=C1)CNC(C1=C(C=CC(=C1)F)OC)=O)C(=O)N)N1[C@@H](CCC1)C